(2S,3S)-ethyl 3-((6-(5-bromothiophen-2-yl)-2-chloro-5-fluoropyrimidin-4-yl)amino)bicyclo[2.2.2]octane-2-carboxylate BrC1=CC=C(S1)C1=C(C(=NC(=N1)Cl)N[C@@H]1[C@H](C2CCC1CC2)C(=O)OCC)F